tris(ortho-tolyl)phosphine C1(=C(C=CC=C1)P(C1=C(C=CC=C1)C)C1=C(C=CC=C1)C)C